6-(benzyloxy)-2-(cyclopropylmethylidene)-1-(4-(4-(dimethoxymethyl)piperidin-1-yl)phenyl)-1,2,3,4-Tetrahydronaphthalene-1-ol C(C1=CC=CC=C1)OC=1C=C2CCC(C(C2=CC1)(O)C1=CC=C(C=C1)N1CCC(CC1)C(OC)OC)=CC1CC1